5-chloro-N-(7-chloro-6-(1-((3S,4S)-4-fluoro-3-methyltetrahydrofuran-3-yl)piperidin-4-yl)isoquinolin-3-yl)-1-cyclopropyl-1H-pyrazole-4-carboxamide ClC1=C(C=NN1C1CC1)C(=O)NC=1N=CC2=CC(=C(C=C2C1)C1CCN(CC1)[C@]1(COC[C@H]1F)C)Cl